FC(OC1=CC=C(CC2CC3(CNC3)CC2)C=C1)F 6-(4-(Difluoromethoxy)benzyl)-2-azaspiro[3.4]octan